amino-N-(6-methoxypyridazin-3-yl)-4-nitrobenzamide NC1=C(C(=O)NC=2N=NC(=CC2)OC)C=CC(=C1)[N+](=O)[O-]